NC=1C=NC=C(C1N1CCN(C2(CC2)C1)C(=O)OC(C)(C)C)C(F)F tert-butyl 7-(3-amino-5-(difluoromethyl)pyridin-4-yl)-4,7-diazaspiro[2.5]octane-4-carboxylate